2-chloro-7-(8-ethyl-7-fluoro-3-(methoxymethoxy)naphthalen-1-yl-8-fluoropyrido[4,3-d]pyrimidin-4-yl)-N-(2-hydroxyethyl)-5,6,7,8-tetrahydro-4H-pyrazolo[1,5-a][1,4]diazepine-2-carboxamide ClC1(NN2C(CNCC(C2)C=2C3=C(N=C(N2)C2=CC(=CC4=CC=C(C(=C24)CC)F)OCOC)C(=CN=C3)F)=C1)C(=O)NCCO